(S,E)-N-(1-(6-bromo-5-fluoro-1-neopentyl-1H-indol-3-yl)-2,2-difluoroethylidene)-2-methylpropane-2-sulfinamide BrC1=C(C=C2C(=CN(C2=C1)CC(C)(C)C)/C(/C(F)F)=N\[S@@](=O)C(C)(C)C)F